4-((3-chloro-4-(trifluoromethoxy)benzyl)amino)butan-1-ol ClC=1C=C(CNCCCCO)C=CC1OC(F)(F)F